CC1=C(C(=C(C(=C1C)C)C)C)[Mg]Br (2,3,4,5,6-pentamethylphenyl)magnesium bromide